stearyl phosphate P(=O)(OCCCCCCCCCCCCCCCCCC)([O-])[O-]